FC=1C=C(C=C(C1)F)[C@@H]1CC[C@H]2OC3(C(N21)=O)CN(C3)C3=CC=NC=2N3N=CC2 (5'S,7a'R)-5'-(3,5-difluorophenyl)-1-(pyrazolo[1,5-a]pyrimidin-7-yl)tetrahydro-3'H-spiro[azetidine-3,2'-pyrrolo[2,1-b][1,3]oxazol]-3'-one